ClC1=CC(=C(O\C(\C(=O)OC)=C/OC)C=C1N1N=C(C=C1)C1CCCCC1)C methyl (Z)-2-[4-chloro-5-(3-cyclohexylpyrazol-1-yl)-2-methyl-phenoxy]-3-methoxy-prop-2-enoate